2-(±)-Ethyl 2-(4-(3-carbamoyltetrahydrofuran-3-yl)phenyl)-3-methylbutanoate C(N)(=O)C1(COCC1)C1=CC=C(C=C1)C(C(=O)OCC)C(C)C